N1=NC=CC=2C=CCC21 [4,5]benzimidazole